OC1C(CCC=2C=CC(=CC12)C#N)C1N2C(C3=CC=CC=C13)=CN=C2 8-hydroxy-7-(5H-imidazo[5,1-a]isoindol-5-yl)-5,6,7,8-tetrahydronaphthalene-2-carbonitrile